CCCC(CC)C1(C(CCCC1)(N)C(CCC)CC)N bis(4-hexyl)-1,2-diaminocyclohexane